C(#N)C=1N(C=CN1)C=1C=C(C(=O)OC)C=CC1[N+](=O)[O-] methyl 3-(2-cyano-1H-imidazol-1-yl)-4-nitrobenzoate